2-bromo-1-(4,4-difluorocyclohexyl)ethan-1-one BrCC(=O)C1CCC(CC1)(F)F